C(C)(C)(C)C=1C=C(CSCC2=CC(=C(C(=C2)C(C)(C)C)O)C(C)(C)C)C=C(C1O)C(C)(C)C di-(3,5-di-tert-butyl-4-hydroxybenzyl) sulfide